C(C1=CC=CC=C1)N1N=C2C(N(CCC2=C1Cl)[C@@H]1C(N(C2=C(OC1)C=C1C(=C2)OC(O1)(F)F)C)=O)=O (S)-7-(2-benzyl-3-chloro-7-oxo-2,4,5,7-tetrahydro-6H-pyrazolo[3,4-c]pyridin-6-yl)-2,2-difluoro-9-methyl-6,7-dihydro-[1,3]dioxolo[4',5':4,5]benzo[1,2-b][1,4]oxazepin-8(9H)-one